C12(CC3CC(CC(C1)C3)C2)CC(=O)NN2N=C(C3=C(C2=O)CCC3)C3=CC=CC=C3 2-(adamantan-1-yl)-N-(1-oxo-4-phenyl-1,5,6,7-tetrahydro-2H-cyclopenta[d]pyridazin-2-yl)acetamide